ClCCN=C=O 1-Chloro-2-isocyanatoethane